ClC1=C(O[C@@H]2[C@@](CN(C2)S(=O)(=O)C2=C(C#N)C=C(C=C2)C(F)(F)F)(CO)O)C=CC(=C1)C#N 2-(((3r,4s)-4-(2-chloro-4-cyanophenoxy)-3-hydroxy-3-(hydroxymethyl)pyrrolidin-1-yl)sulfonyl)-5-(trifluoromethyl)benzonitrile